(1R,3R)-9'-(benzyloxy)-5'-(3,4-difluorophenyl)-4',4'-dimethyl-4',5'-dihydro-3'H-spiro[cyclobutane-1,1'-pyrano[4,3-b]indol]-3-ol C(C1=CC=CC=C1)OC=1C=2C3=C(N(C2C=CC1)C1=CC(=C(C=C1)F)F)C(COC31CC(C1)O)(C)C